1,3-propylene glycol arachidonate stearate C(CCCCCCCCCCCCCCCCC)(=O)OCCCOC(CCC\C=C/C\C=C/C\C=C/C\C=C/CCCCC)=O